((8-(3-(6,7-dihydro-5H-pyrazolo[5,1-b][1,3]oxazine-3-sulfonimidoyl)ureido)-1,2,3,5,6,7-hexahydro-s-indacen-4-yl)methyl)phosphonic acid N1=CC(=C2OCCCN21)S(=O)(=N)NC(NC=2C=1CCCC1C(=C1CCCC21)CP(O)(O)=O)=O